C(C)(C)(C)NC1=NC(=NC(=N1)NCC)SC (tert-butylamino)-4-(ethyl-amino)-6-(methylthio)-S-triazine